OC(CN(CCO)CC(C)O)C N,N-di(2-hydroxypropyl)N-(2-hydroxyethyl)amine